[1-(4-cyano-2,6-difluoro-phenyl)-piperidin-4-yl]-ethyl acetate C(C)(=O)OCCC1CCN(CC1)C1=C(C=C(C=C1F)C#N)F